FC1=C(C=C(C=C1)NC(=O)N1[C@@H]2CC[C@H]1CC=1N=CN=CC12)C(F)(F)F (5R,8S)-N-(4-Fluoro-3-(trifluoromethyl)phenyl)-6,7,8,9-tetrahydro-5H-5,8-epiminocyclohepta[d]pyrimidine-10-carboxamide